O=C1N(C2=CC(=CC=C2C(=N1)NCCS(=O)(=O)N)C(F)(F)F)C1=C(C=CC=C1)C 2-((2-oxo-1-(o-tolyl)-7-(trifluoro-methyl)-1,2-dihydroquinazolin-4-yl)-amino)ethane-1-sulfonamide